ClCCN1C[C@H]2[C@@H](C1)COC2 (3aS,6aR)-5-(2-chloroethyl)-1,3,3a,4,6,6a-hexahydrofuro[3,4-c]pyrrole